(1-methyl-1H-pyrazol-4-yl)isonicotinamide CN1N=CC(=C1)C1=C(C(=O)N)C=CN=C1